8-methoxy-3-((5-(4-methylpiperazin-1-yl)pentyl)oxy)-6H-benzo[c]benzopyran-6-one COC=1C=CC2=C(C(OC3=C2C=CC(=C3)OCCCCCN3CCN(CC3)C)=O)C1